C(C)(C)(C)C=1C(=CC(=C(C1)NCC=1N(C(=C(N1)C)C(=O)NC1CN(C1)C(=O)OC(C)(C)C)CC)O)Cl tert-Butyl 3-(2-(((5-(tert-butyl)-4-chloro-2-hydroxyphenyl)amino)methyl)-1-ethyl-4-methyl-1H-imidazole-5-carboxamido)azetidine-1-carboxylate